C(C)(=O)C1CCCCC1 trans-4-acetyl-cyclohexane